ClC1=NC=C(C(=C1)C1=C(C=NC(=C1)C)C(=O)NC=1SC2=C(N1)CN(C2)C(=O)C=2C(=NN(C2Cl)C)C)OC 2'-chloro-N-(5-(5-chloro-1,3-dimethyl-1H-pyrazole-4-carbonyl)-5,6-dihydro-4H-pyrrolo[3,4-d]thiazol-2-yl)-5'-methoxy-6-methyl-[4,4'-bipyridine]-3-carboxamide